7-(4-bromo-3-(trifluoromethyl)benzoyl)-2-hydrazineyl-6-methyl-4-oxo-5,6,7,8-tetrahydropyrido[3,4-d]pyrimidin BrC1=C(C=C(C(=O)N2CC=3N=C(NC(C3CC2C)=O)NN)C=C1)C(F)(F)F